B(F)(F)F.N=C1C(OC2=CC=CC=C2C1)=O iminocoumarin boron fluoride